5,6-difluoro-3,4-dihydroquinolin-2(1H)-one FC1=C2CCC(NC2=CC=C1F)=O